C1(=CC=CC=C1)C1=C(SC=CC=CC=C1)OC(C#N)C1=CC=C(C=C1)C (phenylthioninoxy)-4-methylphenylacetonitrile